[Si](C)(C)(C(C)(C)C)NS(=O)(=N)C=1SC(=CC1F)C(C)(C)O N-(tert-butyldimethylsilyl)-3-fluoro-5-(2-hydroxypropan-2-yl)thiophene-2-sulfonimidamide